2-[(2-amino-1,3-benzothiazol-5-yl)oxy]-N,N-dimethylacetamide NC=1SC2=C(N1)C=C(C=C2)OCC(=O)N(C)C